ClC=1C=C(C=CC1)[C@H](C(=O)N1CC2=C(N=C(NC2=O)C2(CC2)C=2SC=C(C2)C2=CCCC2)CC1)O (R)-6-(2-(3-chlorophenyl)-2-hydroxyacetyl)-2-(1-(4-(cyclopent-1-en-1-yl)thiophen-2-yl)cyclopropyl)-5,6,7,8-tetrahydropyrido[4,3-d]pyrimidin-4(3H)-one